1-bromo-2-(methoxymethoxy)naphthalene BrC1=C(C=CC2=CC=CC=C12)OCOC